CC1(OC1)C(=O)OC methyl 2-methyloxirane-2-carboxylate